COC1=C(C=C(C=C1)C=1OC2=CC(=C(C(=C2C(C1)=O)O)OC)OC)[O-] 2-methoxy-5-(5-hydroxy-6,7-dimethoxy-4-oxo-4H-chromen-2-yl)phenolate